C1(=C(C=CC=C1)N1CCOCC1)C 4-(o-tolyl)morpholine